O1C2=C(OCC1)C=C(C=C2)C(=O)NC=2C=CC(=C(C2)NC(=O)C=2C=NC1=CC=CC(=C1C2)CCN2CCCC2)C N-(5-(2,3-dihydrobenzo[b][1,4]dioxine-6-carboxamido)-2-methylphenyl)-5-(2-(Pyrrolidin-1-yl)ethyl)quinoline-3-carboxamide